2-((2-(2-methoxypyridin-3-yl)-5H-imidazo[4,5-c]pyridin-5-yl)methyl)-5-methylbenzo[d]oxazole COC1=NC=CC=C1C=1N=C2C(=CN(C=C2)CC=2OC3=C(N2)C=C(C=C3)C)N1